O[C@@H](C(=O)O)CCCCCC (R)-2-Hydroxycaprylic acid